1-(2,4-dimethoxybenzyl)-3-ethyl-1,4,5,6-tetrahydro-7H-pyrazolo[3,4-c]pyridin-7-one COC1=C(CN2N=C(C3=C2C(NCC3)=O)CC)C=CC(=C1)OC